FC=1C=C(NC=2SC(=C(N2)C(=O)O)C)C=C(C1)F (3,5-difluoroanilino)-5-methyl-thiazole-4-carboxylic acid